BrC=1C2=C(C(N(C1)C\C=C\C)=O)N(C=C2)S(=O)(=O)C2=CC=C(C)C=C2 4-bromo-6-[(E)-but-2-enyl]-1-(p-toluenesulfonyl)pyrrolo[2,3-c]pyridin-7-one